2-(((1s,4R)-4-((2-((4-cyano-2-fluorophenoxy)methyl)pyrimidin-4-yl)oxy)cyclohexyl)methyl)-1-(((S)-oxetan-2-yl)methyl)-1H-benzo[d]imidazole-6-carboxylic acid C(#N)C1=CC(=C(OCC2=NC=CC(=N2)OC2CCC(CC2)CC2=NC3=C(N2C[C@H]2OCC2)C=C(C=C3)C(=O)O)C=C1)F